Dimethoxy(3,3,3-trifluoropropyl)silane CO[SiH](CCC(F)(F)F)OC